C1(=CC=CC=C1)C(CB1C2CCCC1CCC2)C 9-(2-phenylpropyl)-9-borabicyclo[3.3.1]nonane